N-((3R,4S)-4-((6-(2,6-dichloro-3,5-dimethoxyphenyl)-8-(1-methylpiperidin-4-yl)pyrido[3,4-d]pyrimidin-2-yl)amino)tetrahydrofuran-3-yl)acrylamide ClC1=C(C(=C(C=C1OC)OC)Cl)C1=CC2=C(N=C(N=C2)N[C@H]2[C@H](COC2)NC(C=C)=O)C(=N1)C1CCN(CC1)C